COC=1C=C2CCC(NC2=CC1OC)CC(=O)NC1=CC=C(C=C1)C=1N=C2N(C=CC=C2)C1CN1CCOCC1 2-(6,7-dimethoxy-3,4-dihydroquinolin-2(1H)-yl)-N-(4-(3-(morpholinomethyl)imidazo[1,2-a]pyridin-2-yl)phenyl)acetamide